tert-butyl N-(2-(1-(6,7-dimethoxyquinazolin-4-yl)azetidin-3-yl)ethyl)sulfamoylcarbamate COC=1C=C2C(=NC=NC2=CC1OC)N1CC(C1)CCNS(=O)(=O)NC(OC(C)(C)C)=O